O=C1C=CNC=2N1N=CN2 7-oxo-4H,7H-[1,2,4]triazolo[1,5-a]pyrimidin